2-(5,7-difluoro-1H-indol-3-yl)-N,N-dimethyl-2-oxoacetamide FC=1C=C2C(=CNC2=C(C1)F)C(C(=O)N(C)C)=O